((3R,4aS,7aR)-3-fluoro-1-methyloctahydro-4aH-cyclopenta[b]pyridin-4a-yl)methanol F[C@@H]1C[C@@]2([C@H](N(C1)C)CCC2)CO